C(CCCCCCCCCCCCCCCCCC(=O)N)CCCCCCCCCCCCCCCCCC(=O)N methylenebis-stearic acid amide